2-(chloromethyl)-1-[(1-methyl-1H-imidazol-5-yl)methyl]-1H-benzimidazole-6-carboxylic acid methyl ester hydrochloride Cl.COC(=O)C=1C=CC2=C(N(C(=N2)CCl)CC2=CN=CN2C)C1